FC1=C(C=CC(=C1)C(=O)OC)C1=CCC=NC1 5-(2-fluoro-4-(methoxycarbonyl)phenyl)-3,6-dihydropyridine